acryl-morpholine C(=O)(C=C)N1CCOCC1